1-(1H-indazol-3-yl)ethane-1-one N1N=C(C2=CC=CC=C12)C(C)=O